8-fluoro-N-(piperidin-4-yl)isoquinolin-5-amine hydrochloride Cl.FC1=CC=C(C=2C=CN=CC12)NC1CCNCC1